N1(C=NC=C1)C1=CC=C(C=C1)CO (4-(1H-imidazol-1-yl)phenyl)methanol